(N-hydroxysulfosuccinimide) acrylate C(C=C)(=O)O.ON1C(C(CC1=O)S(=O)(=O)O)=O